(3S,4r)-3-acetamido-N-((S)-(2,3-dichloro-6-fluorophenyl)(4-fluorobicyclo[2.2.1]hept-1-yl)methyl)-4-((4-methoxybenzyl)amino)cyclopentane-1-carboxamide C(C)(=O)N[C@H]1CC(C[C@H]1NCC1=CC=C(C=C1)OC)C(=O)N[C@@H](C12CCC(CC1)(C2)F)C2=C(C(=CC=C2F)Cl)Cl